FC1=CC=C(C=C1)[C@H]1[C@@H](CN(C1)CCOC)NC(=O)NC1=C(C(=NN1C1=CC=CC=C1)OCC(C)(C)O)C 1-((3s,4r)-4-(4-fluorophenyl)-1-(2-methoxyethyl)pyrrolidin-3-yl)-3-(3-(2-hydroxy-2-methylpropyloxy)-4-methyl-1-phenyl-1H-pyrazol-5-yl)urea